(E)-N-(4-(((4-((2-(aminomethyl)-3-fluoroallyl)oxy)phenyl)sulfonyl)methyl)bicyclo[2.2.2]octan-1-yl)-1-fluorocyclopropane-1-carboxamide NC/C(/COC1=CC=C(C=C1)S(=O)(=O)CC12CCC(CC1)(CC2)NC(=O)C2(CC2)F)=C\F